ClC=1C=C(C=CC1)NC(=O)NC1=CC(=C(C=C1)OC1=CC=CC=C1)C 1-(3-chlorophenyl)-3-(3-methyl-4-phenoxyphenyl)urea